di-2-naphthylamine C1=C(C=CC2=CC=CC=C12)NC1=CC2=CC=CC=C2C=C1